1-[(6-{6,6-difluoro-3-azabicyclo[3.1.0]hex-3-yl}-2-(methoxymethyl)pyridin-3-yl)methyl]-1H-1,2,3-triazole-4-carboxylic acid FC1(C2CN(CC12)C1=CC=C(C(=N1)COC)CN1N=NC(=C1)C(=O)O)F